CC1=NC(=CC=C1C=1CCNCC1)[N+](=O)[O-] methyl-6-nitro-1',2',3',6'-tetrahydro-3,4'-bipyridine